CN(CC#CC1=CC(=C(OCC(CC2=C(N=CS2)C(=O)O)C)C=C1)F)C 5-(3-{4-[3-(dimethylamino)prop-1-yn-1-yl]-2-fluorophenoxy}-2-methylpropyl)-1,3-thiazole-4-carboxylic acid